N=C(CCNC(=O)C=1N(C=C(C1)NC(=O)C=1N(C=C(C1)NC(C1=CC=C(C=C1)\C=C\C1=CC=C(C=C1)OC)=O)C)C)NC(C)C (E)-N-(3-imino-3-(isopropylamino)propyl)-4-(4-(4-(4-methoxystyryl)benzoylamino)-1-methyl-1H-pyrrole-2-carboxamido)-1-methyl-1H-pyrrole-2-carboxamide